5-methyl-3-(trifluoromethyl)-7,8,9,10-tetrahydro-5H-pyrazino[1,2-a]pyrido[3,2-e]pyrazin CN1C=C2N(C3=C1C=C(C=N3)C(F)(F)F)CCNC2